r-butylphenyl carbamate C(N)(OC1=C(C=CC=C1)CCCC)=O